C1(CC1)CN1C(=CC2=CC(=CC(=C12)C=1C(=NC=CC1)CC)C(=O)N1CCN(CC1)C1=NC=C(C=C1OC)F)C=1CN(CCC1)C(=O)OC(C)(C)C tert-butyl 3-(1-(cyclopropylmethyl)-7-(2-ethylpyridin-3-yl)-5-(4-(5-fluoro-3-methoxypyridin-2-yl)piperazine-1-carbonyl)-1H-indol-2-yl)-5,6-dihydropyridine-1(2H)-carboxylate